N[C@@H]1CC(N(C1)C1=CC=C(C=C1)S(=O)(=O)N1CCN(CC1)C1=NC(=CC(=N1)C(C1CCC(CC1)NC[C@H](C(F)(F)F)O)(F)F)C)=O (R)-4-amino-1-(4-((4-(4-(difluoro((1R,4r)-4-(((R)-3,3,3-trifluoro-2-hydroxypropyl)amino)cyclohexyl)methyl)-6-methylpyrimidin-2-yl)piperazin-1-yl)sulfonyl)phenyl)pyrrolidin-2-one